1-(4-(2-chlorophenyl)-3,4-dihydroquinoxalin-1(2H)-yl)-2-(piperidin-1-yl)propan-1-one ClC1=C(C=CC=C1)N1CCN(C2=CC=CC=C12)C(C(C)N1CCCCC1)=O